N[C@@H]1C2=CC=CC=C2CC12CCN(CC2)C2=NC=C(C(N2C)=O)C#CCC2=C(C(=C(C=C2)Cl)O)O (S)-2-(1-amino-1,3-dihydrospiro[indene-2,4'-piperidine]-1'-yl)-5-(3-(4-chloro-2,3-dihydroxyphenyl)prop-1-yn-1-yl)-3-methylpyrimidin-4(3H)-one